3-(6-[1-[(tert-butyldimethylsilyl)oxy]-2,2,2-trifluoroethyl]-4-methylpyridin-3-yl)-7-chloro-1-methyl-1,6-naphthyridin-2-one [Si](C)(C)(C(C)(C)C)OC(C(F)(F)F)C1=CC(=C(C=N1)C=1C(N(C2=CC(=NC=C2C1)Cl)C)=O)C